COC([C@H](CC1=CC=C(C=C1)N1C(C2(C3=CC=CC(=C13)Cl)CC2)=O)NC(C2=CC=CC=C2)(C2=CC=CC=C2)C2=CC=CC=C2)=O (S)-3-(4-(7'-chloro-2'-oxospiro[cyclopropane-1,3'-indoline]-1'-yl)phenyl)-2-(tritylamino)propionic acid methyl ester